5-((S)-5-methyl-3,4,5,6-tetrahydropyridin-2-yl)-2-((2R,4r,6S)-1,2,6-trimethylpiperidin-4-yl)benzo[d]thiazole C[C@H]1CCC(=NC1)C=1C=CC2=C(N=C(S2)C2C[C@H](N([C@H](C2)C)C)C)C1